C(C1=CC=CC=C1)(=O)SSC(C1=CC=CC=C1)=O dibenzoyl disulphide